CC1=C(C=CC=C1C)C(C)(O)C1=CN=CN1 1-(2,3-Dimethylphenyl)-1-(1H-imidazole-5-yl)ethanol